C(C1=CC=CC=C1)OC(=O)N1CC(C(C1)CO)(C)C 4-(hydroxymethyl)-3,3-dimethyl-pyrrolidine-1-carboxylic acid benzyl ester